Lead bromide cesium [Cs].[Pb](Br)Br